COC=1C=C(C=C(C1)OC)C1=C(C=CC(=C1)C)SCCC(=O)OCC(CCCC)CC 2-ethylhexyl 3-[2-(3,5-dimethoxyphenyl)-4-methyl-phenyl]sulfanylpropanoate